(S)-2,2-dimethylcyclopropanecarboxylic acid 2,5-dioxopyrrolidin-1-yl ester O=C1N(C(CC1)=O)OC(=O)[C@@H]1C(C1)(C)C